N-[1-(4-bromophenyl)-2,2,2-trifluoroethyl]acetamide BrC1=CC=C(C=C1)C(C(F)(F)F)NC(C)=O